C1CNC2=CC=CCN2C1 tetrahydropyrido[1,2-a]pyrimidine